5-nitrosalicylaldehyde [N+](=O)([O-])C1=CC=C(C(C=O)=C1)O